ClC=1C=C2CC(N(C2=CC1)CC(N1CCSCC1)=O)=O 5-chloro-1-(2-oxo-2-thiomorpholin-4-ylethyl)-1,3-dihydro-2H-indol-2-one